ClC=1C=C2C(=CNC2=CC1)C1CC(CCC1)NS(=O)(=O)C1=CC=C(C=C1)OCCCN1CCN(CC1)C N-(3-(5-chloro-1H-indol-3-yl)cyclohexyl)-4-(3-(4-methylpiperazin-1-yl)propoxy)benzenesulfonamide